tert-butyl 4-[6-(4-cyanophenyl)-5-(4-methylphenyl)pyrazolo[4,3-b]pyridin-1-yl]piperidine-1-carboxylate C(#N)C1=CC=C(C=C1)C=1C=C2C(=NC1C1=CC=C(C=C1)C)C=NN2C2CCN(CC2)C(=O)OC(C)(C)C